N4-(5-bromo-2-(4-methylpiperazin-1-yl)phenyl)-6-chloropyrimidine-4,5-diamine BrC=1C=CC(=C(C1)NC1=NC=NC(=C1N)Cl)N1CCN(CC1)C